C(C)(C)(C)OC(=O)N(C1CC2=C(OC1)C(=C(S2)C(=O)O)F)CC2=C(C=C(C=C2)OC)OC 6-[tert-butoxycarbonyl-[(2,4-dimethoxyphenyl)methyl]amino]-3-fluoro-6,7-dihydro-5H-thieno[3,2-b]pyran-2-carboxylic acid